tris(o-Methylphenyl)phosphonium CC1=C(C=CC=C1)[PH+](C1=C(C=CC=C1)C)C1=C(C=CC=C1)C